FC(C=1C=C(C(=O)NC)C=C(C1F)C=1C=NN2C1N=C(C(=C2)C=2C=NN(C2)CC)N[C@@H]2COCC2)F (S)-3-(Difluoromethyl)-5-(6-(1-ethyl-1H-pyrazol-4-yl)-5-((tetrahydrofuran-3-yl)amino)pyrazolo[1,5-a]pyrimidin-3-yl)-4-fluoro-N-methylbenzamide